OC1(CCOCC1)COC1=CC(=NC=C1)C=1N=C(C2=C(N1)CCC2)N(CC(=O)NC(C)C)C 2-[(2-{4-[(4-hydroxyoxan-4-yl)methoxy]pyridin-2-yl}-5H,6H,7H-cyclopenta[d]pyrimidin-4-yl)(methyl)amino]-N-(propan-2-yl)acetamide